2-hydroxy-2-(3'-(trifluoromethyl)-[1,1'-biphenyl]-3-yl)acetic acid OC(C(=O)O)C=1C=C(C=CC1)C1=CC(=CC=C1)C(F)(F)F